ClC1=C2C=C(NC2=CC=C1)C(=O)N[C@@H](CC(C)C)C(NN(C(C(F)Cl)=O)CCC(=O)N)=O |r| 4-chloro-N-[rac-(1S)-1-[[(3-amino-3-oxo-propyl)-(2-chloro-2-fluoro-acetyl)amino]carbamoyl]-3-methyl-butyl]-1H-indole-2-carboxamide